FC1=C(C=CC(=N1)C#N)O[C@@H]1[C@H](N(C1)CC=1C(=C2NC(C(=NC2=CC1)C)=O)F)C 6-fluoro-5-(((2R,3S)-1-((5-fluoro-2-methyl-3-oxo-3,4-dihydroquinoxalin-6-yl)methyl)-2-methylazetidin-3-yl)oxy)picolinonitrile